Tert-butyl (1r,3r,5r)-3-cyano-2-azabicyclo[3.1.0]hexane-2-carboxylate C(#N)[C@@H]1N([C@@H]2C[C@@H]2C1)C(=O)OC(C)(C)C